FC=1C=C(C[C@@]2(NCCC2)C(=O)O)C=CC1 alpha-(3-fluoro-benzyl)-proline